C1(=CC=CC2=CC=CC=C12)N(C1=CC=CC=C1)C=1C(=C(C=CC1)C1=CC(=CC=C1)C1=CC=CC=C1)N(C1=CC=CC2=CC=CC=C12)C1=CC=CC=C1 bis{(naphthalen-1-yl)-phenylamino}-1,1':3',1''-terphenyl